(S)-N-(4-fluorophenyl)-N-methyl-1-(6-(trifluoromethyl)pyridin-2-yl)pyrrolidine-2-carboxamide FC1=CC=C(C=C1)N(C(=O)[C@H]1N(CCC1)C1=NC(=CC=C1)C(F)(F)F)C